BrC1=C(C(=C(C=C1)NC(C(C)Cl)=O)NC[C@H]1OCC1)F N-(4-bromo-3-fluoro-2-((((S)-oxetan-2-yl)methyl)amino)phenyl)-2-chloropropanamide